C(C)O[Ti](C(CC(=O)COCC)=O)(C(CC(=O)COCC)=O)OCC di-ethoxydi(ethoxyacetoacetyl)titanium (IV)